2,2-difluoro-4-(thiophen-2-ylmethyl)-3,4-dihydronaphthalen-1(2H)-one FC1(C(C2=CC=CC=C2C(C1)CC=1SC=CC1)=O)F